(E)-1-(prop-1-en-1-yl)-3-(trifluoromethyl)benzene C(=C\C)/C1=CC(=CC=C1)C(F)(F)F